(3R,4R)-N-(2,6-difluoropyridin-3-yl)-1-methyl-2-oxo-4-(4-(trifluoromethyl)phenyl)-pyrrolidine-3-carboxamide FC1=NC(=CC=C1NC(=O)[C@@H]1C(N(C[C@H]1C1=CC=C(C=C1)C(F)(F)F)C)=O)F